methyl 4-((6-((1-(tert-butoxycarbonyl)-5-methyl-1H-pyrazol-3-yl) amino)-3-fluoropyridin-2-yl) methyl)-1-((3-chloro-2-fluorophenyl) methyl-d2)-2-methylpiperidine-4-carboxylate C(C)(C)(C)OC(=O)N1N=C(C=C1C)NC1=CC=C(C(=N1)CC1(CC(N(CC1)C([2H])([2H])C1=C(C(=CC=C1)Cl)F)C)C(=O)OC)F